C(#N)C1=CC(=C(C=C1)C1(OC2=C(O1)C=CC=C2)C)F (R*)-2-(4-cyano-2-fluorophenyl)-2-methylbenzo[d][1,3]dioxol